FC1=C(C=CC=C1)C1=CC=2C=NC=CC2N1 2-(2-fluorophenyl)-1H-pyrrolo[3,2-c]pyridine